C1(=CC=CC=C1)[C@@H]1CC=NN1C(=O)C1CCN(CC1)C(C)=O (S)-1-(4-(5-Phenyl-4,5-dihydro-1H-pyrazol-1-carbonyl)piperidin-1-yl)ethanon